6-{4-[3-(5-hydroxypyrazin-2-yl)pyridin-2-yl]piperazin-1-yl}-2-azaspiro[3.4]octane-2-carboxylic acid ethyl ester C(C)OC(=O)N1CC2(C1)CC(CC2)N2CCN(CC2)C2=NC=CC=C2C2=NC=C(N=C2)O